5-methyl-3-(methylamino)thieno[2,3-d]pyrimidine-2,4(1H,3H)-dione CC1=CSC=2NC(N(C(C21)=O)NC)=O